3-methyl-2-(4-(1-(8-methyl-8H-thieno[2,3-b]indole-2-carboxamido)cyclobutyl)phenyl)butanoic acid CC(C(C(=O)O)C1=CC=C(C=C1)C1(CCC1)NC(=O)C1=CC2=C(N(C3=CC=CC=C23)C)S1)C